C1(CC1)C1=C(C=CC=C1)C1N(CCC1)C1CCC(=CC1)C1=CC=C(C=C1)C(=O)N 4'-(2-(2-cyclopropylphenyl)pyrrolidin-1-yl)-2',3',4',5'-tetrahydro-[1,1'-biphenyl]-4-carboxamide